cyclopropane-1-carboxylic acid isopropyl ester C(C)(C)OC(=O)C1CC1